perfluorohexylethylpotassium FC(C(F)(F)F)([K])C(C(C(C(C(C(F)(F)F)(F)F)(F)F)(F)F)(F)F)(F)F